5-Chlorosalicylic acid ClC1=CC=C(C(C(=O)O)=C1)O